O(C1=CC=CC=C1)CC1CCN(CC1)C(=O)C1=CC=C2C=CNC2=C1 6-[4-(Phenoxymethyl)piperidine-1-carbonyl]-1H-indole